COC(=O)C=1C=CC2=C(N(C(=N2)CC2=C(C=C(C=C2)C2=NC(=CC=C2)OCC2=C(C=C(C=C2)C#N)F)F)CC(CN)OC)C1 1-(3-amino-2-methoxypropyl)-2-(4-(6-((4-cyano-2-fluorobenzyl)oxy)pyridin-2-yl)-2-fluorobenzyl)-1H-benzo[d]Imidazole-6-carboxylic acid methyl ester